(S)-N-(4-(3-(2,6-dimethylpyridin-4-yl)phenyl)thiazol-2-yl)-1-(1-(methylsulfonyl)-1H-indole-3-carbonyl)azetidine-2-carboxamide CC1=NC(=CC(=C1)C=1C=C(C=CC1)C=1N=C(SC1)NC(=O)[C@H]1N(CC1)C(=O)C1=CN(C2=CC=CC=C12)S(=O)(=O)C)C